N=1NN=C2C1C=CC=C2 2h-Benzotriazol